NCC=1C=NC(=NC1)C1=C(C=C(C#N)C=C1)OC=1C(=NC=C(C1)N1CCOCC1)C 4-[5-(aminomethyl)pyrimidin-2-yl]-3-(2-methyl-5-morpholin-4-ylpyridin-3-yl)oxybenzonitrile